O=C1NC2=NC=NC=C2N1C(=O)NCCC 8-oxo-N-propyl-purine-7-carboxamide